FC(C)(F)C1=CC(=C(C(=C1)C)N1N=C2N=C(NC(C2=C1)=O)[C@@H]1[C@H](C1)F)C |r| 2-[4-(1,1-difluoroethyl)-2,6-dimethylphenyl]-6-[(1RS,2SR)-2-fluorocyclopropyl]-2,5-dihydro-4H-pyrazolo[3,4-d]pyrimidin-4-one